dihydropyrrolo[1,2-a]pyrazine-2,8(1H)-dicarboxamide C1C=2N(CCN1C(=O)N)C=CC2C(=O)N